(R)-4-(7-fluoroimidazo[1,2-a]pyridin-3-yl)-7-((5-(3-(2-hydroxypropan-2-yl)piperidin-1-yl)pyridin-2-yl)amino)-2,3-dihydro-1H-pyrrolo[3,4-c]pyridin-1-one FC1=CC=2N(C=C1)C(=CN2)C2=NC=C(C1=C2CNC1=O)NC1=NC=C(C=C1)N1C[C@@H](CCC1)C(C)(C)O